NC1=NC=C(C(=C1C1=CC=C(C=C1)O)CC)C1=C(C=CC=C1)Cl 4-[2-amino-5-(2-chlorophenyl)-4-ethyl-3-pyridyl]phenol